C(C)C1=NC(=NC=C1S(=O)(=O)Cl)C(F)(F)F 4-ethyl-2-(trifluoromethyl)pyrimidine-5-sulfonyl chloride